N'-acetyl-4-amino-N-(4-(difluoromethoxy)-2-fluorobenzyl)-N'-ethyl-7-fluoro-1-methyl-1H-pyrazolo[4,3-c]quinoline-8-carbohydrazide C(C)(=O)N(N(C(=O)C1=CC=2C3=C(C(=NC2C=C1F)N)C=NN3C)CC3=C(C=C(C=C3)OC(F)F)F)CC